ClC=1C2=C(N=CN1)C=CN2CCOC 4-chloro-5-(2-methoxyethyl)pyrrolo[3,2-d]Pyrimidine